C1=CC1 Cyclopropen